2-(10-propenoyl-3-(8-chloronaphthalen-1-yl)-4-fluoro-7-methyl-8-oxo-8,8a,9,10,11,12-hexahydro-7H-pyrazino[1',2':4,5]pyrazino[2,3-c][1,6]naphthyridin-11-yl)acetonitrile C(C=C)(=O)N1CC2N(C3=C(C=NC4=C(C(=NC=C34)C3=CC=CC4=CC=CC(=C34)Cl)F)N(C2=O)C)CC1CC#N